ClC1=C(C=CC(=C1)Cl)C=1NC(=C(N1)C1=C(C=C(C=C1)Cl)Cl)CC 2,4-bis(2,4-dichlorophenyl)-5-ethyl-1H-imidazole